C(CC)OC1(C(C)O1)[Si](OCC)(C)C (3-epoxypropoxypropyl)dimethyl-ethoxysilane